COC1=CC=2N(C=C1C(=O)OC)C=C(N2)C methyl 7-methoxy-2-methylimidazo[1,2-a]pyridine-6-carboxylate